(+-)-2-methyl-3-[4-(2-methyl-2-propanyl)phenyl]propanal C[C@@H](C=O)CC1=CC=C(C=C1)C(C)(C)C |r|